tert-butyl N-[3-[3-[3-(2,6-dioxo-3-piperidyl)-2-oxo-1,3-benzoxazol-7-yl]prop-2-ynoxy]-1,1-dimethyl-propyl]carbamate O=C1NC(CCC1N1C(OC2=C1C=CC=C2C#CCOCCC(C)(C)NC(OC(C)(C)C)=O)=O)=O